(S)-2-phenyl-5,6,7,8-tetrahydroquinolin-8-ol C1(=CC=CC=C1)C1=NC=2[C@H](CCCC2C=C1)O